ClC=1C=C(C=CC1Cl)NC(=O)N1[C@@H]2CC=3C(=CNC(C3)=O)[C@H]1CC2 (6S,9R)-N-(3,4-dichlorophenyl)-3-oxo-3,5,6,7,8,9-hexahydro-2H-6,9-epiminocyclohepta[c]-pyridine-10-carboxamide